CC1=NOC(=C1C1=CC2=C(N(C(=N2)[C@@H]2CCC(N2C2=CC(=CC=C2)F)=O)[C@H]2CN(CC2)S(=O)(=O)C)C=C1)C (S)-5-(5-(3,5-dimethylisoxazol-4-yl)-1-((R)-1-(methylsulfonyl)pyrrolidin-3-yl)-1H-benzo[d]imidazol-2-yl)-1-(3-fluorophenyl)pyrrolidin-2-one